ClC1=CC(=C(C=C1)/C=C/C(O)C1=CC=C2CCN=C(C2=C1O)C)F (E)-7-(3-(4-chloro-2-fluorophenyl)-1-hydroxyallyl)-8-hydroxy-1-methyl-3,4-dihydroisoquinoline